2-amino-2-methyl-3-phenyl-propanoic acid NC(C(=O)O)(CC1=CC=CC=C1)C